2-fluoro-resveratrol FC1=C(C=C(C=C1O)O)C=CC1=CC=C(O)C=C1